1,5-bis(n-butoxycarbonyloxy)anthracene C(CCC)OC(=O)OC1=CC=CC2=CC3=C(C=CC=C3C=C12)OC(=O)OCCCC